5-butylsulfinyl-1H-pyrazolo[3,4-b]pyridine C(CCC)S(=O)C=1C=C2C(=NC1)NN=C2